(4-chlorophenyl)-3-(3-hydroxyphenyl)-8-(pyridin-3-yl)pyrido[3,4-d]pyrimidin-4(3H)-one ClC1=CC=C(C=C1)C=1N(C(C2=C(N1)C(=NC=C2)C=2C=NC=CC2)=O)C2=CC(=CC=C2)O